1,7-diphenylquinoline C1(=CC=CC=C1)N1CC=CC2=CC=C(C=C12)C1=CC=CC=C1